CC[SiH2]OCC#CC=CC#CCO[SiH2]CC 4,13-dioxa-3,14-disilahexadec-8-ene-6,10-diyne